ClC=1C=C2C(=CNC(C2=CN1)=O)C(=C)C 6-Chloro-4-(prop-1-en-2-yl)-2,7-naphthyridin-1(2H)-one